ClC=1C(=C(CN2CC3CCC(C2)O3)C=C(C1)[N+](=O)[O-])C 3-(3-chloro-2-methyl-5-nitrobenzyl)-8-oxa-3-azabicyclo[3.2.1]octane